(1H-imidazol-4-yl)-N-((3R,4S)-3-methyl-1-(methylsulfonyl)piperidin-4-yl)-5-(trifluoromethyl)pyrimidin-2-amine N1C=NC(=C1)C1=NC(=NC=C1C(F)(F)F)N[C@@H]1[C@@H](CN(CC1)S(=O)(=O)C)C